C(C)(C)(C)OC(=O)N(C(CC)C1=C(C=CC(=C1)F)NC1=C(C(=O)O)C=C(C(=C1)C(F)(F)F)F)CCC1=NC(=CC=C1[N+](=O)[O-])OC 2-((2-(1-((tert-butoxycarbonyl)(2-(6-methoxy-3-nitropyridin-2-yl)ethyl)amino)-propyl)-4-fluorophenyl)amino)-5-fluoro-4-(trifluoromethyl)benzoic acid